C(C)[Si](CC)(O[C@@H](CCO[Si](CC)(CC)CC)C(C)(\C=C\C)C)CC (S,E)-3,3,9,9-tetraethyl-5-(2-methylpent-3-en-2-yl)-4,8-dioxa-3,9-disilaundecane